CC1CC(C2CCC(C1)N2C2=NN=NN2)NC(=O)C2(CC2)C2=CC=C(C=C2)C(F)(F)F N-(4-methyl-9-(1H-tetrazol-5-yl)-9-azabicyclo[4.2.1]nonan-2-yl)-1-(4-(trifluoromethyl)phenyl)cyclopropane-1-carboxamide